4-((4-aminophenyl)methyl)-2-ethylbenzenamine NC1=CC=C(C=C1)CC1=CC(=C(C=C1)N)CC